BrC1=C2C=CC=NC2=C(C=C1)OCOC 5-Bromo-8-(methoxymethoxy)quinoline